1-(4-(4-amino-7-cyclopropyl-7H-pyrrolo[2,3-d]pyrimidin-5-yl)-2-methyl-2,3-dihydrobenzofuran-7-yl)-3-(4-((4-methylpiperazin-1-yl)methyl)-3-(trifluoromethyl)phenyl)urea NC=1C2=C(N=CN1)N(C=C2C2=CC=C(C1=C2CC(O1)C)NC(=O)NC1=CC(=C(C=C1)CN1CCN(CC1)C)C(F)(F)F)C1CC1